BrC#CC1=CC=CC2=CC=CC=C12 1-(bromoethynyl)naphthalene